(3S)-3-({1-cyclopentyl-5-[2-(trifluoromethyl)phenyl]-1H-pyrazol-3-yl}formamido)-5-(3,3-difluoropiperidin-1-yl)-5-oxopentanoic acid C1(CCCC1)N1N=C(C=C1C1=C(C=CC=C1)C(F)(F)F)C(=O)N[C@H](CC(=O)O)CC(=O)N1CC(CCC1)(F)F